C(C1=CC=CC=C1)OCC(CO)(CO)C 2-((benzyloxy)methyl)-2-methylpropane-1,3-diol